BrC=1C=CC2=C(C3=C(P(N2C2=CC=CC=C2)(C2=CC=CC=C2)=O)C=CC=C3)C1 2-Bromo-5,6-diphenyl-benzo[c][1,2]benzazaphosphinine 6-oxide